ethyl (1S,3S,5R)-5-((2-azidoethoxy)methyl)-2-((9,9-difluoro-9H-fluorene-3-carbonyl)glycyl)-2-azabicyclo[3.1.0]hexane-3-carboxylate N(=[N+]=[N-])CCOC[C@@]12C[C@H](N([C@H]2C1)C(CNC(=O)C=1C=CC=2C(C3=CC=CC=C3C2C1)(F)F)=O)C(=O)OCC